Cl.ClC=1C(=C(C=CC1F)NCC=1C=NC(=CC1)C(F)(F)F)F (3-chloro-2,4-difluorophenyl)(6-(trifluoromethyl)pyridin-3-yl)methylamine hydrochloride